ClC1=CN=C2N1C=CC=N2 3-chloroimidazo[1,2-a]pyrimidine